(3,4-Dimethoxyphenylethyl)-3',4'-dimethoxy-1,1'-biphenyl COC=1C=C(C=CC1OC)CCC1=C(C=CC=C1)C1=CC(=C(C=C1)OC)OC